C(C)(=O)OC1=C(C(=C(C=C1)[C@H]1C(O[C@]([C@H]1C)(C(F)(F)F)C)C#N)OC)F 4-((3S,4S,5R)-2-cyano-4,5-dimethyl-5-(trifluoromethyl)tetrahydrofuran-3-yl)-2-fluoro-3-methoxyphenyl acetate